C(=O)(O)C1C(C1)C1=CC=C(C(=O)NC=2SC3=C(N2)C=CC(=C3)C(=O)O)C=C1 2-(4-(2-carboxycyclopropyl)benzamido)benzo[d]thiazole-6-carboxylic acid